FC1=C(C(=C2C=CN(C2=C1)[Si](C(C)C)(C(C)C)C(C)C)C=C)C(O)C1=CC(=CC=C1)C1=CC=NN1C1OCCCC1 (6-Fluoro-1-(triisopropylsilyl)-4-vinyl-1H-indol-5-yl)(3-(1-(tetrahydro-2H-pyran-2-yl)-1H-pyrazol-5-yl)phenyl)methanol